OC[C@H]1N(CC=C1)C(=O)OC(C)(C)C Tert-butyl (S)-2-(hydroxymethyl)-2,5-dihydro-1H-pyrrole-1-carboxylate